7-fluoro-4,6-dimethoxy-4'-[(2-methyl-4-nitropyrazol-3-yl)carbonyl]-3H-spiro[2-benzofuran-1,1'-cyclohexane]-5'-one FC1=C(C=C(C2=C1C1(CCC(C(C1)=O)C(=O)C=1N(N=CC1[N+](=O)[O-])C)OC2)OC)OC